CN1CCC(CC1)NC1=NC2=NC=CC=C2C(=C1)N N2-(1-methylpiperidin-4-yl)-1,8-naphthyridine-2,4-diamine